ClC1=C(C=CC=C1)C=1N(C(=C(N1)C1=CC=C(C=C1)CCCCCCCC)C1=CC=C(C=C1)CCCCCCCC)C1(N=C(C(=N1)C1=CC=C(C=C1)CCCCCCCC)C1=CC=C(C=C1)CCCCCCCC)C1=C(C=CC=C1)Cl 2,2'-bis(2-chlorophenyl)-4,4',5,5'-tetra(4-octylphenyl)-1,2'-biimidazole